2-(4-((2H-indazol-2-yl)methyl)phenyl)-5-(difluoromethyl)-1,3,4-oxadiazole N=1N(C=C2C=CC=CC12)CC1=CC=C(C=C1)C=1OC(=NN1)C(F)F